(S)-5-(4-hydroxy-4-methylisoxazolidine-2-carbonyl)-1,3-diisobutyl-6-(naphthalen-1-ylmethyl)-1,6-dihydro-2H-pyrrolo[3,4-d]pyrimidine-2,4(3H)-dione O[C@]1(CN(OC1)C(=O)C=1N(C=C2N(C(N(C(C21)=O)CC(C)C)=O)CC(C)C)CC2=CC=CC1=CC=CC=C21)C